CN1C(C(C(C1(C)C)=O)=C(C)NCCCNC(C)=C1C(N(C(C1=O)(C)C)C)=O)=O 2,8-Bis(1,5,5-trimethylpyrrolidin-2,4-dion-3-ylidene)-3,7-diazanonan